1-[4-[4-(Hydroxymethyl)-1H-1,2,3-triazole-1-yl]phenyl]-3-(4-methylphenyl)-2-propene-1-one OCC=1N=NN(C1)C1=CC=C(C=C1)C(C=CC1=CC=C(C=C1)C)=O